N-(2-hydroxy-5-(3-(4'-(trifluoromethyl)-[1,1'-biphenyl]-4-yl)ureido)phenyl)methanesulfonamide di-n-butyl-phosphate ammonium salt [NH4+].C(CCC)OP(=O)(OCCCC)[O-].OC1=C(C=C(C=C1)NC(=O)NC1=CC=C(C=C1)C1=CC=C(C=C1)C(F)(F)F)NS(=O)(=O)C